BrC=1C2=C(C(=NC1Cl)C1=CCCC1)C=NN2CC2=CC=C(C=C2)OC 7-bromo-6-chloro-4-cyclopentenyl-1-(4-methoxybenzyl)-1H-pyrazolo[4,3-c]pyridine